4,7-bis(5-hexyl-2-thienyl)-2,1,3-benzothiadiazole C(CCCCC)C1=CC=C(S1)C1=CC=C(C2=NSN=C21)C=2SC(=CC2)CCCCCC